(1R,2S,5S)-3-[(2S)-2-[[(2R)-2-methoxypropanoyl]amino]-3,3-dimethyl-butanoyl]-6,6-dimethyl-3-azabicyclo[3.1.0]hexane-2-carboxylic acid CO[C@@H](C(=O)N[C@H](C(=O)N1[C@@H]([C@H]2C([C@H]2C1)(C)C)C(=O)O)C(C)(C)C)C